3-(5-((6-(4'-chloro-[1,1'-biphenyl]-2-carbonyl)-3,6-diazabicyclo[3.1.1]heptan-3-yl)methyl)-1-oxoisoindolin-2-yl)piperidine-2,6-dione ClC1=CC=C(C=C1)C=1C(=CC=CC1)C(=O)N1C2CN(CC1C2)CC=2C=C1CN(C(C1=CC2)=O)C2C(NC(CC2)=O)=O